mono-aminosilane N[SiH3]